2-isopropyl-N4-(2-(methylamino)pyridin-4-yl)-6-phenyl-1,3,5-triazine-2,4-diamine C(C)(C)C1(NC(=NC(=N1)NC1=CC(=NC=C1)NC)C1=CC=CC=C1)N